FC1=NNC2=CC(=C(C=C12)F)O 3,5-difluoro-1H-indazol-6-ol